CN(CCCC=1N(C(C=2C=C3C(=NC2C1C(=O)N)C(=CC=C3)C)=O)C)C (3-(dimethylamino)propyl)-2,6-dimethyl-1-oxo-1,2-dihydrobenzo[b][1,6]naphthyridine-4-carboxamide